C(C)(C)(C)C1=CC=C(C=C1)C1(CN=C(O1)C1=CC=CC=C1)CN(S(=O)(=O)C1=CC=C(C=C1)C)C N-((5-(4-(tert-butyl)phenyl)-2-phenyl-4,5-dihydro-oxazol-5-yl)methyl)-N,4-dimethylbenzenesulfonamide